5-(3-(4-(2,3-dimethylphenyl)piperazin-1-yl)-1-hydroxypropyl)-N,N-dimethylindolin-1-carboxamide CC1=C(C=CC=C1C)N1CCN(CC1)CCC(O)C=1C=C2CCN(C2=CC1)C(=O)N(C)C